C(CCCCCCC)C1=C(C=2NC3=CC=CC=C3SC2C=C1)CCCCCCCC di-octyl-phenothiazine